7-[(3S,4R,5R)-4-(benzyloxy)-5-[(benzyloxy)methyl]-3-fluorooxocyclopent-2-yl]-4-(methylthio)imidazo[2,1-f][1,2,4]triazine C(C1=CC=CC=C1)O[C@H]1[C@H](C(C([C@@H]1COCC1=CC=CC=C1)=O)C1=CN=C2C(=NC=NN21)SC)F